2-butyl-5-norbornene C(CCC)C1C2C=CC(C1)C2